N[C@]1([C@@H](C1)C1=C(C=CC=C1)C1=CC=C(C=C1)S(=O)(=O)N)CC 4-[(2-amino-trans-2-ethyl-cyclopropyl)phenyl]benzenesulfonamide